C(ON1C(C=CC2=CC=C(C=C12)CCN1CCN(CC1)C1=CC(=CC2=C1C=CS2)F)=O)(OC2=C(C=CC=C2)C)=O (7-(2-(4-(6-fluorobenzothiophen-4-yl) piperazin-1-yl) ethyl)-2-oxoquinolin-1(2H)-yl) methylphenyl carbonate